4-(2-(pyridin-4-yl)-5-(3-(3-(trifluoromethyl)phenyl)-1H-pyrazol-1-yl)pyrazolo[1,5-a]pyrimidin-7-yl)morpholine N1=CC=C(C=C1)C1=NN2C(N=C(C=C2N2CCOCC2)N2N=C(C=C2)C2=CC(=CC=C2)C(F)(F)F)=C1